C(C)(C)(C)OC(=O)N1CC2=CC=C(C=C2CC1)N1CCN(CC1)C(C)C 6-(4-Isopropylpiperazin-1-yl)-3,4-dihydroisoquinoline-2(1H)-carboxylic acid tert-butyl ester